FC=1C=C(C=CC1)N1C=C2C(=C(C1=O)C(=O)O)OCC2 5-(3-fluorophenyl)-6-oxo-2,3,5,6-tetrahydrofuro[3,2-c]pyridine-7-carboxylic acid